Cl.F[C@H]1C[C@@H](N(C1)C1CCN(CC1)C)C(=O)O (2R,4S)-4-fluoro-1-(1-methylpiperidin-4-yl)pyrrolidine-2-carboxylic acid hydrochloride